BrC1=CN(C=2N=CN=C(C21)Cl)C=2C=C(C#N)C=CN2 2-(5-Bromo-4-chloro-7H-pyrrolo[2,3-d]pyrimidin-7-yl)isonicotinonitrile